C1(CCC2=CC=CC=C12)N indanamine